3,3-dimethyl-1-(4-(2-nitrophenyl)piperazin-1-yl)butan-1-one CC(CC(=O)N1CCN(CC1)C1=C(C=CC=C1)[N+](=O)[O-])(C)C